N1(CCOCC1)C(=O)C1=CC=C(C=C1)C#CC1=C(C=CC=C1)C1NC(OC1)=O 4-(((4-(morpholine-4-carbonyl)phenyl)ethynyl)phenyl)oxazolidin-2-one